BrC1=CC2=C(C=C1)C1(C(N(C(N1)=O)C1COC1)=O)CO2 6-bromo-3'-(oxetan-3-yl)spiro[2H-benzofuran-3,5'-imidazolidine]-2',4'-dione